NC=1C=2N(C=CN1)C(=NC2C2=CC=C(C=C2)[C@@](C)(O)C2=CC(=CC=C2)Cl)[C@H]2CN1C(CC[C@@H]1CC2)=O (6R,8aS)-6-(8-Amino-1-{4-[(1R)-1-(3-chlorophenyl)-1-hydroxyethyl]phenyl}imidazo[1,5-a]pyrazin-3-yl)hexahydroindolizin-3(2H)-on